BrC1=NC=CC=C1NC(=O)NC=1C=NC(=NC1)OC1=CC(=CC=C1)OC(F)(F)F 1-(2-bromo-3-pyridyl)-3-[2-[3-(trifluoromethoxy)phenoxy]pyrimidin-5-yl]urea